COC1=CC=C2N=C3CCCCC3=CC2=C1 7-methoxy-1,2,3,4-tetrahydroacridine